3-(1H-pyrrolo[3,2-c]pyridin-2-yl)-1H-pyrazolo[4,3-B]pyridine N1C(=CC=2C=NC=CC21)C2=NNC=1C2=NC=CC1